FC1=CC(=C(OC=2N=NC(=CC2C(=O)O)C(F)(F)F)C=C1)OC (4-fluoro-2-methoxy-phenoxy)-6-(trifluoromethyl)pyridazine-4-carboxylic acid